(2-(7-(1-hydroxyethyl)-2-methoxyquinoxalin-5-yl)-4-methyl-7,8-dihydro-[1,4]dioxino[2',3':3,4]benzo[1,2-d]thiazol-7-yl)methyl (6-methoxypyridin-3-yl)carbamate COC1=CC=C(C=N1)NC(OCC1OC2=C(C3=C(N=C(S3)C3=C4N=CC(=NC4=CC(=C3)C(C)O)OC)C(=C2)C)OC1)=O